ClC=1NC2=CC(=CC=C2C(N1)=O)Cl 2,7-dichloroquinazolin-4(1H)-one